N-(1-(6-((4-chlorophenyl)amino)-2-morpholinopyrimidin-4-yl)cyclopropyl)-5-methoxypicolinamide ClC1=CC=C(C=C1)NC1=CC(=NC(=N1)N1CCOCC1)C1(CC1)NC(C1=NC=C(C=C1)OC)=O